NC1=C(C(=O)NCC)C=C(C=C1)F 2-Amino-N-ethyl-5-fluorobenzamide